4-t-butoxy-4-oxobutanoic acid C(C)(C)(C)OC(CCC(=O)O)=O